[Pd](Cl)Cl.C(C)(C)(C)P([C-]1C=CC=C1)C(C)(C)C.[C-]1(C=CC=C1)P(C(C)(C)C)C(C)(C)C.[Fe+2] 1,1'-bis(di-tert-butylphosphino)ferrocene palladium (II) chloride